CC(CC(C)=O)(C)NC 4-methyl-4-(methylamino)pentan-2-one